5H-pyrrolo[2,3-d]pyrimidin-6(7H)-one N1=CN=CC2=C1NC(C2)=O